C(CC(=O)C)(=O)CCC[Si](OC)(OC)OC γ-acetoacetylpropyl-trimethoxysilane